1,6-di(diphenylamino)pyrene C1(=CC=CC=C1)N(C1=CC=C2C=CC3=C(C=CC4=CC=C1C2=C34)N(C3=CC=CC=C3)C3=CC=CC=C3)C3=CC=CC=C3